2-tert-Butyl-N-(4,4-dimethyl-pentyl)-4-methyl-6-morpholin-4-yl-pyridine-3-carboxylic acid amide C(C)(C)(C)C1=NC(=CC(=C1C(=O)NCCCC(C)(C)C)C)N1CCOCC1